COC1(COCC1)C1=CC(=CC(=N1)N1N=C(C=2C=NC(=CC21)NC(=O)N)C)N2CCCCC2 1-(1-(6-(3-Methoxytetrahydrofuran-3-yl)-4-(piperidin-1-yl)pyridin-2-yl)-3-methyl-1H-pyrazolo[4,3-c]pyridin-6-yl)urea